ClC1=NC=C(C(=C1)N1CCC(CC1)(C)CO)C#CC1CCOCC1 (1-(2-chloro-5-((tetrahydro-2H-pyran-4-yl)ethynyl)pyridin-4-yl)-4-methylpiperidin-4-yl)methanol